1-(4-Fluorobenzyl)-N-(4-methoxy-3-nitrophenyl)-7-methyl-5-(1H-pyrrole-2-carbonyl)-4,5,6,7-tetrahydro-1H-pyrazolo[4,3-c]Pyridine-3-carboxamide FC1=CC=C(CN2N=C(C=3CN(CC(C32)C)C(=O)C=3NC=CC3)C(=O)NC3=CC(=C(C=C3)OC)[N+](=O)[O-])C=C1